ClC1=NC=C(N=C1)SC1=CC=C(C=C1)OC(F)(F)F 2-chloro-5-((4-(trifluoromethoxy)phenyl)thio)pyrazine